3,4,5-trichlorothiophene-2-carboxylic acid ClC1=C(SC(=C1Cl)Cl)C(=O)O